N[C@H](C(=O)O)CC(=O)O[C@@H]1[C@H](O[C@H]([C@H]1O)N1C(N=C(C=C1)NC([C@H](CC(=O)O)N)=O)=O)CO (S)-2-amino-4-(((2R,3S,4S,5R)-5-(4-((S)-2-amino-3-carboxypropanamido)-2-oxopyrimidin-1(2H)-yl)-4-hydroxy-2-(hydroxymethyl)tetrahydrofuran-3-yl)oxy)-4-oxobutanoic acid